[N+](=O)([O-])OC(C1=CC=CC=C1)C methylbenzyl alcohol nitrate